di(p-toluenesulfonylaminocarbonyl)-ornithine-methyl ester COC([C@@H](N(C(=O)NS(=O)(=O)C1=CC=C(C)C=C1)C(=O)NS(=O)(=O)C1=CC=C(C)C=C1)CCCN)=O